2-(4-methoxybiphenyl-3-ylamino)-4-(phenylamino)pyrimidine-5-carboxamide COC1=C(C=C(C=C1)C1=CC=CC=C1)NC1=NC=C(C(=N1)NC1=CC=CC=C1)C(=O)N